CN(C/C=C/C(=O)N1CC2=C(SC=3N=CN=C(C32)NC3=CC(=C(C=C3)OC=3C=NC(=CC3)C)C)C1C)C (E)-4-(dimethylamino)-1-(7-methyl-4-((3-methyl-4-((6-methylpyridin-3-yl)oxy)phenyl)amino)-5,7-dihydro-6H-pyrrolo[3',4':4,5]thieno[2,3-d]pyrimidin-6-yl)but-2-en-1-one